CC(C=C(C1=CC=CS1)C2=CC=CS2)N(C)C The molecule is n,N-Dimethylbut-3-en-2-amine in which each of the hydrogens at position 4 is substituted by a 2-thienyl group. An opioid analgesic drug, it is controlled under the UN Single Convention on Narcotic Drugs (1961), but is used in veterinary medicine, particularly in Japan. It has a role as an opioid analgesic. It is a member of thiophenes and a tertiary amine.